Nonan-3-amine CCC(CCCCCC)N